C[C@H]1CN(CCN1C)[C@@H](C(=O)NC=1C=CC=C2C(=CNC12)C1=NC(=NC=C1C)NC=1C(=NN(C1)C)OCC)C (2R)-2-[(3S)-3,4-dimethylpiperazin-1-yl]-N-(3-{2-[(3-ethoxy-1-methyl-1H-pyrazol-4-yl)amino]-5-methylpyrimidin-4-yl}-1H-indol-7-yl)propanamide